[Si](C1=CC=CC=C1)(C1=CC=CC=C1)(C(C)(C)C)OCC1(CC1)NC(OC(C)(C)C)=O tert-butyl N-[1-[[tert-butyl(diphenyl)silyl]oxymethyl]cyclopropyl]carbamate